S(=O)(=O)(ON1[C@@H]2CC[C@H](N(C1=O)C2)C(OCC2CCN(CC2)C)=N)[O-].[Na+] Sodium (2S,5R)-2-(imino ((1-methylpiperidin-4-yl) methoxy) methyl)-7-oxo-1,6-diazabicyclo[3.2.1]octan-6-yl sulfate